ethyl N-(7-bromo-3-cyano-thieno[3,2-c]pyridin-2-yl)carbamate BrC=1C2=C(C=NC1)C(=C(S2)NC(OCC)=O)C#N